CN(C)CC1=NC(=C(C2=C1CN(C2)C(CC2CN(C2)C=2C=NC=CC2)=O)C)C 1-{4-[(dimethylamino)methyl]-6,7-dimethyl-1,3-dihydro-2H-pyrrolo[3,4-c]pyridin-2-yl}-2-[1-(pyridin-3-yl)azetidin-3-yl]ethanone